(Z)-heptadecenal C(\C=C/CCCCCCCCCCCCCC)=O